CON(C(C(CCNC(OC(C)(C)C)=O)(C)C)=O)C Tert-butyl (4-(methoxy(methyl)amino)-3,3-dimethyl-4-oxobutyl)carbamate